(2S,3R)-N-(3-(6-aminopyridazin-3-yl)prop-2-yn-1-yl)-3-azido-1-(3-cyano-6-methyl-4-(trifluoromethyl)pyridin-2-yl)-N-(m-tolyl)pyrrolidine-2-carboxamide NC1=CC=C(N=N1)C#CCN(C(=O)[C@H]1N(CC[C@H]1N=[N+]=[N-])C1=NC(=CC(=C1C#N)C(F)(F)F)C)C=1C=C(C=CC1)C